ClC1=NC=C(C=C1)C1=NN=NN1 2-chloro-5-(1H-tetrazol-5-yl)pyridine